S(=O)(=O)(ON1[C@@H]2CC[C@H](N(C1=O)C2)F)[O-].[Na+] Sodium (2R,5R)-2-fluoro-7-oxo-1,6-diazabicyclo[3.2.1]octan-6-yl sulfate